BrC1=CC=C(C=C1)CCC(CO)=O p-bromo-1-hydroxy-4-phenyl-2-butanone